NCl chloramine